C(C1CO1)OCCC[Si](O[SiH3])(C)C ([3-glycidoxypropyl]dimethylsiloxy)silane